C(C)C=1C(=CC=C2C=C(C=C(C12)OS(=O)(=O)C(C(C(C(F)(F)F)(F)F)(F)F)(F)F)OCOC)F [8-ethyl-7-fluoro-3-(methoxymethyloxy)-1-naphthyl]-1,1,2,2,3,3,4,4,4-nonafluorobutane-1-sulfonate